8-((2s,5r)-4-(4-(difluoromethoxy)benzyl)-2,5-dimethylpiperazin-1-yl)-5-methyl-6-oxo-5,6-dihydro-1,5-naphthyridine-2-carbonitrile FC(OC1=CC=C(CN2C[C@@H](N(C[C@H]2C)C2=CC(N(C=3C=CC(=NC23)C#N)C)=O)C)C=C1)F